ClC1=CC(=C(C=C1)CC(=O)N)C (4-chloro-2-methylphenyl)acetamide